[N+](#[C-])C=1C=C(C(C(=O)OC)=CC1)C(=O)OC dimethyl 4-isocyanophthalate